ethylene-dicyclopentadiene C(CC1=CC=CC1)C1=CC=CC1